(Z)-2-hexene-1-ol C(\C=C/CCC)O